C(C)(C)(C)NS(=O)(=O)C=1C=CC(=NC1)NC([C@H](CC1=CC=CC=C1)NC(C1=CC=C(C=C1)F)=O)=O (S)-N-(1-(5-(N-tert-butylsulfamoyl)pyridin-2-ylamino)-1-oxo-3-phenylpropan-2-yl)-4-fluorobenzamide